C1(CCCCC1)C[C@@H](C(=O)NC(CC1C(NC(C1)(C)C)=O)C=O)NC(OC(CC1=CC(=CC=C1)Cl)C1=CC=CC=C1)=O 2-(3-chlorophenyl)-1-phenylethyl ((2S)-3-cyclohexyl-1-((1-(5,5-dimethyl-2-oxopyrrolidin-3-yl)-3-oxopropan-2-yl)amino)-1-oxopropan-2-yl)carbamate